(2S)-2-amino-N-(5-(1-(5,5-difluoro-2-oxopiperidin-1-yl)-2-((S)-2-(fluoromethyl)morpholino)ethyl)thiazol-2-yl)-2-((1r,4S)-4-methylcyclohexyl)acetamide N[C@H](C(=O)NC=1SC(=CN1)C(CN1C[C@H](OCC1)CF)N1C(CCC(C1)(F)F)=O)C1CCC(CC1)C